N1(CCNCC1)CCC1(N(CCCCCCCC1)C1CCCCCCCCC1)O piperazin-1-ylethylazabicyclodecan-2-ol